C1(=CC=CC=C1)C(C1=CC=C(C=C1)S(=O)(=O)OSC1=CC=CC=C1)(C1=CC=CC=C1)C1=CC=CC=C1 4-phenylthio phenyldiphenyl-p-toluenesulfonate